methyl 4-((6-((1-(tert-butoxycarbonyl)-5-methyl-1H-pyrazol-3-yl) amino)-3-fluoropyridin-2-yl) methyl)-1-(3-chloro-2-fluorobenzyl)-2-ethylpiperidine-4-carboxylate C(C)(C)(C)OC(=O)N1N=C(C=C1C)NC1=CC=C(C(=N1)CC1(CC(N(CC1)CC1=C(C(=CC=C1)Cl)F)CC)C(=O)OC)F